CN1CCC(CC1)N1CC=2N=CN=CC2CC1 7-(1-methylpiperidin-4-yl)-5,6,7,8-tetrahydropyrido[3,4-d]pyrimidine